ClC1=CC=C2C(=N1)N(C(=C2)[Sn](C)(C)C)CC2CC2 6-chloro-1-(cyclopropylmethyl)-2-(trimethylstannyl)-1H-pyrrolo[2,3-b]pyridine